[N+](=O)([O-])C1=CC=C(C=C1)C(C(=O)O)CCCCCCCCCCCCCC.C(CCCCCCCCCCCCCCC)(=O)OC1=CC=C(C=C1)[N+](=O)[O-] p-nitrophenyl palmitate (p-nitrophenyl palmitate)